C1=CC=CC2=C1N1C(O2)=NC2=C1C=CC=C2 benzo[d]benzo[4,5]imidazo[2,1-b]oxazole